COC1=C(CNC2=C(C=C3C=CC=NC3=C2)C#N)C=CC(=C1)OC 7-((2,4-dimethoxybenzyl)amino)quinoline-6-carbonitrile